N[C@H](CC(=O)O)CCN (S)-3,5-DIAMINOPENTANOIC ACID